4-(2-methyl-4-{[(3R)-3-[(2Z)-penta-2,4-dien-1-yl]piperazin-1-yl]methyl}furo[2,3-c]pyridin-7-yl)morpholine CC1=CC=2C(=C(N=CC2CN2C[C@H](NCC2)C\C=C/C=C)N2CCOCC2)O1